ClC1=NC=NC=C1OC1=C(C(=O)N(C(C)C)CC)C=C(C=C1)F 2-[(4-chloropyrimidin-5-yl)oxy]-N-ethyl-5-fluoro-N-(propan-2-yl)benzamide